BrC=1SC(=CN1)C(C)=O 1-(2-bromothiazole-5-yl)ethane-1-one